4-hydroxy-N-((S)-1-(2',4',6'-trifluoro-[1,1'-biphenyl]-4-yl)ethyl)pyrrolidine-2-carboxamide OC1CC(NC1)C(=O)N[C@@H](C)C1=CC=C(C=C1)C1=C(C=C(C=C1F)F)F